NC1=CC=C2C(=N1)CC[C@H]2NC([C@H](C)NC(=O)[C@@H]2NCCC(=C2)C2=C(C(=CC=C2)F)F)=O (R)-N-((S)-1-(((R)-2-amino-6,7-dihydro-5H-cyclopenta[b]pyridin-5-yl)amino)-1-oxopropan-2-yl)-4-(2,3-difluorophenyl)-1,2,5,6-tetrahydropyridine-2-carboxamide